ClC=1C(=CC(=NC1)NC1CCN(CC1)CC1=CC=C(C=C1)C1C(NC(CC1)=O)=O)C1=NC(=CC=C1)NCC1(CCOCC1)C#N 4-(((5'-chloro-2'-((1-(4-(2,6-dioxopiperidin-3-yl)benzyl)piperidin-4-yl)amino)-[2,4'-bipyridyl]-6-yl)amino)methyl)tetrahydro-2H-pyran-4-carbonitrile